4-(2-chloro-6-(2-methoxypropan-2-yl)-7-methylthieno[3,2-d]pyrimidin-4-yl)morpholine ClC=1N=C(C2=C(N1)C(=C(S2)C(C)(C)OC)C)N2CCOCC2